FC1=CC=C(C=C1)C=1N=C(C=2N(C1)C=CC2)C2=CC(=C(C(=C2)OC)OC)OC (4-fluorophenyl)-1-(3,4,5-trimethoxyphenyl)pyrrolo[1,2-a]pyrazine